[Na+].O1C=2C(OCC1CCCCCCCCS(=O)(=O)[O-])=CSC2 8-(2,3-dihydro-thieno[3,4-b][1,4]dioxin-2-yl)octane-1-sulfonic acid sodium salt